FC=1C=C(C=NC1)NC(NC1=CC=C(OC2CN(C2)C=2C(=C(C(=O)O)C=CC2)N2C=CC=C2)C=C1)=O 3-(3-(4-(3-(5-fluoropyridin-3-yl)ureido)phenoxy)azetidin-1-yl)-2-(1H-pyrrol-1-yl)benzoic acid